BrC1=C(C(=CC(=C1)I)C(F)(F)F)COCOCC 1-bromo-2-((ethoxymethoxy)methyl)-5-iodo-3-(trifluoromethyl)benzene